(1R,2R,3S,4R,5S)-N-(3,4-dichlorophenyl)-3-(2-fluoropyrimidin-5-yl)-5-hydroxy-7-Oxabicyclo[2.2.1]Heptane-2-carboxamide ClC=1C=C(C=CC1Cl)NC(=O)[C@H]1[C@H]2C[C@@H]([C@@H]([C@@H]1C=1C=NC(=NC1)F)O2)O